COC(=O)C1=CC=C(C=C1)C1N(CCC(C1)OC1COC1)C(=O)OC(C)(C)C tert-butyl 2-(4-(methoxycarbonyl)phenyl)-4-(oxetan-3-yloxy)piperidine-1-carboxylate